1-(chloromethyl)-4-(cyclobutanesulfinyl)benzene ClCC1=CC=C(C=C1)S(=O)C1CCC1